ClC1=CC=C(C=C1)C1=CC(=CC=C1)N1C2=CC=CC=C2C=2C=CC=CC12 9-(4'-chloro-[1,1'-biphenyl]-3-yl)-9H-carbazole